6-chloropyridazine-3-carbonitrile ClC1=CC=C(N=N1)C#N